CC1=NC(=CC(=N1)NC1=NN2C(C=C(C=C2)C2=C(C=NC(=C2)C)OC[C@@]2(COCC2)O)=C1)C (R)-3-(((4-(2-((2,6-dimethylpyrimidin-4-yl)amino)pyrazolo[1,5-a]pyridin-5-yl)-6-methylpyridin-3-yl)oxy)methyl)tetrahydrofuran-3-ol